(3-fluorophenyl)-4-(tetrahydro-2H-pyran-4-yl)-N-(4-(trifluoromethyl)benzyl)-1H-imidazol-2-amine FC=1C=C(C=CC1)N1C(=NC(=C1)C1CCOCC1)NCC1=CC=C(C=C1)C(F)(F)F